C(=O)C1=C(C=NC=C1N1CC2(COC2)C1)C(=O)OC methyl 4-formyl-5-{2-oxa-6-azaspiro[3.3]heptan-6-yl}pyridine-3-carboxylate